C(CC(O)(C(=O)O)CC(=O)O)(=O)O.C(CCCCCCC)(O)O octandiol citrate